Cl.C1(=CC=CC=C1)C1CC(C1)N 3-Phenylcyclobutan-1-amine HCl salt